4-(1-(cyclopropylmethyl)-5-(2,6-dimethylphenoxy)-1H-indazol-6-yl)-N-ethyl-6-methyl-7-oxo-6,7-dihydro-1H-pyrrolo[2,3-c]pyridine-2-carboxamide C1(CC1)CN1N=CC2=CC(=C(C=C12)C=1C2=C(C(N(C1)C)=O)NC(=C2)C(=O)NCC)OC2=C(C=CC=C2C)C